n-hexadecyl-3-hydroxypyridin-2-one C(CCCCCCCCCCCCCCC)C1=C(C(NC=C1)=O)O